ClC=1C(=CC(=NC1)NC(=O)[C@H]1[C@H]2C[C@@H]([C@@H]([C@@H]1C=1C(=NN(C1)C)C(F)(F)F)O2)O)C(F)(F)F |r| rac-(1R,2R,3S,4R,5S)-N-(5-chloro-4-(trifluoromethyl)pyridin-2-yl)-5-hydroxy-3-(1-methyl-3-(trifluoromethyl)-1H-pyrazol-4-yl)-7-oxabicyclo[2.2.1]heptane-2-carboxamide